NC1=CC=CC(=N1)S(=O)(=O)NC(=O)C=1C(=NC(=CC1)C1=CC(=CC(=C1)OCC(C)C)F)OC1=C(C=C(C=C1)C)C N-[(6-Amino-2-pyridyl)sulfonyl]-2-(2,4-dimethylphenoxy)-6-(3-fluoro-5-isobutoxyphenyl)pyridin-3-carboxamid